C(C1=CC=CC=C1)OC1=NC(=CC=C1C=1C=C(C=CC1)NC1CCC(CC1)CNC(OC(C)(C)C)=O)OCC1=CC=CC=C1 tert-butyl (((1s,4s)-4-((3-(2,6-bis(benzyloxy)pyridin-3-yl)phenyl)amino)cyclohexyl)methyl)carbamate